6-(((1R,3s,5S)-1,5-dimethyl-8-azabicyclo[3.2.1]octan-3-yl)(methyl)amino)pyridazin methyl-2-((1r,4r)-4-(tert-butoxycarbonyl)cyclohexyl)-6-methoxy-2H-indazole-5-carboxylate COC(=O)C1=CC2=CN(N=C2C=C1OC)C1CCC(CC1)C(=O)OC(C)(C)C.C[C@]12CC(C[C@](CC1)(N2)C)N(C2=CC=CN=N2)C